(3-([1,1'-Biphenyl]-2-ylethynyl)-1H-pyrazolo[4,3-b]pyridin-5-yl)(7-methyl-2,7-diazaspiro[3.5]nonan-2-yl)methanone C1(=C(C=CC=C1)C#CC1=NNC=2C1=NC(=CC2)C(=O)N2CC1(C2)CCN(CC1)C)C1=CC=CC=C1